1-vinyl-3-(methoxycarbonyl)imidazole C(=C)N1CN(C=C1)C(=O)OC